(2R)-1-fluoro-4-methyl-pentan-2-amine FC[C@@H](CC(C)C)N